tert-butyl N-[(4E)-5-[(2S,4R,5R)-5-{4-amino-5-bromo-7H-pyrrolo[2,3-d]pyrimidin-7-yl}-4-hydroxyoxolan-2-yl]pent-4-en-1-yl]-N-({3-fluorobicyclo[1.1.1]pentan-1-yl}methyl)carbamate NC=1C2=C(N=CN1)N(C=C2Br)[C@H]2[C@@H](C[C@H](O2)/C=C/CCCN(C(OC(C)(C)C)=O)CC21CC(C2)(C1)F)O